N(=[N+]=[N-])CCC=1OC2=C(C1)C=C(C=C2Cl)Br 2-(2-azidoethyl)-5-bromo-7-chlorobenzofuran